methyl (3-(4-(5-(((tert-butoxycarbonyl) amino) methyl) thiazol-2-yl) phenoxy) propyl)-L-prolinate C(C)(C)(C)OC(=O)NCC1=CN=C(S1)C1=CC=C(OCCCN2[C@@H](CCC2)C(=O)OC)C=C1